5-((1,3-Dioxolan-2-yl)methyl)-1-(pentane-3-yl)-5-(pyridin-2-yl)piperidin-2-one O1C(OCC1)CC1(CCC(N(C1)C(CC)CC)=O)C1=NC=CC=C1